(R)-2-fluoro-3-methyl-2'-(methylthio)-5',8'-dihydro-6'H-spiro[indene-1,7'-quinazolin]-4'-ol FC1=C(C2=CC=CC=C2[C@]12CCC=1C(=NC(=NC1C2)SC)O)C